1-methyl-2,3-dihydroquinazolin-4-one CN1CNC(C2=CC=CC=C12)=O